FC(OC=1C=NC(=NC1)N1CC=2N(CC1)N=C(C2)COC[C@H](C)NC=2C(=CN=NC2)C(F)(F)F)F (S)-5-((1-((5-(5-(difluoromethoxy)pyrimidin-2-yl)-4,5,6,7-tetrahydropyrazolo[1,5-a]pyrazin-2-yl)methoxy)propan-2-yl)amino)-4-(trifluoromethyl)pyridazin